(2-((5-Chloro-2-((1-methyl-1,2,3,4-tetrahydroisoquinolin-7-yl)amino)pyrimidin-4-yl)amino)phenyl)dimethylphosphine oxide ClC=1C(=NC(=NC1)NC1=CC=C2CCNC(C2=C1)C)NC1=C(C=CC=C1)P(C)(C)=O